N-((3S,4S)-3-fluoro-1-(oxetan-3-yl)piperidin-4-yl)-5-(1-(3-fluoropropyl)-1H-benzo[d][1,2,3]triazol-6-yl)-4-methoxypyrrolo[2,1-f][1,2,4]triazin-2-amine F[C@H]1CN(CC[C@@H]1NC1=NN2C(C(=N1)OC)=C(C=C2)C=2C=CC1=C(N(N=N1)CCCF)C2)C2COC2